3-(azetidin-3-yl)-4-[1-(difluoromethyl)pyrazol-4-yl]-1-[4-(trifluoromethoxy)phenyl]pyrazolo[3,4-b]pyridine N1CC(C1)C1=NN(C2=NC=CC(=C21)C=2C=NN(C2)C(F)F)C2=CC=C(C=C2)OC(F)(F)F